(S)-1-[2-(Benzo[d]isoxazol-3-yl)phenyl]-2-[6-(3,5-dimethylisoxazol-4-yl)pyridine-2-yl]-ethan-1-amine hydrochloride Cl.O1N=C(C2=C1C=CC=C2)C2=C(C=CC=C2)[C@H](CC2=NC(=CC=C2)C=2C(=NOC2C)C)N